OCCOC(C(=C)C)=O hydroxylethylmethacrylat